O1COC2=C1C=CC(=C2)C2=CC=C(N=N2)OC2C[C@@H]1[C@@H](CN(C1)CCC(C)(C)C)C2 (3aR,5s,6aS)-5-[6-(1,3-benzo-dioxol-5-yl)pyridazin-3-yl]oxy-2-(3,3-dimethylbutyl)-3,3a,4,5,6,6a-hexahydro-1H-cyclopenta[c]pyrrole